C(CC)C1C=C(CC1)CC(C=O)C 3-(3-n-propylcyclopent-1-en-1-yl)-2-methylpropanal